FC1=C(C=C(C=2N1N=CC2C#N)C=2C=NC(=CC2)F)OCC(C)(C)O 7-fluoro-4-(6-fluoropyridin-3-yl)-6-(2-hydroxy-2-methylpropyloxy)pyrazolo[1,5-a]pyridine-3-carbonitrile